BrC=1C=C(C=CC1N1CCCC1)C1=CC(C(=CN1C1=CC2=C(N=C(S2)C)C=C1)C(=O)OCC)=O Ethyl 6-(3-bromo-4-(pyrrolidin-1-yl) phenyl)-1-(2-methylbenzo[d]thiazol-6-yl)-4-oxo-1,4-dihydropyridine-3-carboxylate